N1(CCC1)C=1C(=C2C=NC(NC2=CC1)=O)C 6-(Azetidin-1-yl)-5-methyl-2-oxo-1,2-dihydroquinazolin